P(=O)(OC[N+](C)(C)CCC1=CNC2=CC=CC=C12)(OCC(F)(F)F)[O-] ((2-(1H-indol-3-yl)ethyl)dimethylammonio)methyl (2,2,2-trifluoroethyl) phosphate